2-(7,7-dimethyl-1-oxo-1,6,7,8-tetrahydro-2H-cyclopenta[4,5]pyrrolo[1,2-a]pyrazin-2-yl)-3-(acetoxymethyl)pyridine-4-boronic acid pinacol ester CC1(CC2=C(C=C3N2C=CN(C3=O)C3=NC=CC(=C3COC(C)=O)B3OC(C)(C)C(C)(C)O3)C1)C